(2S,3R,4R,5S)-1-(4-(3,5-dimethylisoxazol-4-yl)-2,6-difluorophenethyl)-2-(hydroxymethyl)piperidine-3,4,5-triol CC1=NOC(=C1C1=CC(=C(CCN2[C@H]([C@H]([C@@H]([C@H](C2)O)O)O)CO)C(=C1)F)F)C